NCC(=O)NCC=1N=C(SC1)C=1C=NC(=NC1)NC(C)(C)C1=NC=CC=C1F 2-amino-N-{[2-(2-{[1-(3-fluoro(2-pyridyl))-isopropyl]amino}pyrimidin-5-yl)(1,3-thiazol-4-yl)]methyl}acetamide